C1(CCCC1)C1(C(NC2=C(C(=CC=C12)F)C)=O)C1=CC=C(C=C1)O 3-cyclopentyl-6-fluoro-3-(4-hydroxyphenyl)-7-methylindolin-2-one